CC1=C(NC(C2=CC=CC=C12)=O)C1=CC=CC=C1 4-methyl-3-phenylisoquinoline-1(2H)-one